2,3-dimethyl-2-pentyl methacrylate C(C(=C)C)(=O)OC(C)(C(CC)C)C